(R)-4-(hydroxymethyl)-6-(2-methylpyrrolidin-1-yl)-2,3-dihydro-1H-pyrrolo[3,4-C]pyridin-1-one OCC1=NC(=CC2=C1CNC2=O)N2[C@@H](CCC2)C